N1(CCOCC1)C1=NN=C2N1C=CC=C2 (morpholin-4-yl)-[1,2,4]triazolo[4,3-a]pyridin